6-(Imidazo[1,2-a]pyridin-3-carbonyl)-N-(3-(trifluoromethyl)phenyl)-4,5,6,7-tetrahydrothieno[2,3-c]pyridin-3-carboxamid N=1C=C(N2C1C=CC=C2)C(=O)N2CC1=C(CC2)C(=CS1)C(=O)NC1=CC(=CC=C1)C(F)(F)F